3-methoxypropanimidamide COCCC(N)=N